ClC=1C(=NC2=CC=CC=C2C1)N1C2CN(CC1CC2)C(=O)OC(C)(C)C tert-butyl 8-(3-chloro-2-quinolyl)-3,8-diazabicyclo[3.2.1]octane-3-carboxylate